(8R,9aR)-8-(2,3-dichloro-6-hydroxyphenyl)-2-(2-hydroxyacetyl)-hexahydro-1H-pyrido[1,2-a]pyrazin-4-one ClC1=C(C(=CC=C1Cl)O)[C@H]1C[C@H]2N(C(CN(C2)C(CO)=O)=O)CC1